osmium(Viii) oxide [Os](=O)(=O)(=O)=O